ClC1=CC(=C(C=C1)N1C(N(C2=NC=CC=C21)[C@@H]2CN(CC2)C(=O)OC(C)(C)C)=O)OCOC tert-Butyl (S)-3-(1-(4-chloro-2-(methoxymethoxy)phenyl)-2-oxo-1,2-dihydro-3H-imidazo[4,5-b]pyridin-3-yl)pyrrolidine-1-carboxylate